NC1=CC=C(OC2=C3C(=NC=C2)N(N=C3N[C@@H](CO)C)CC3=CC=C(C=C3)OC)C=C1 (R)-2-((4-(4-aminophenoxy)-1-(4-methoxybenzyl)-1H-pyrazolo[3,4-b]pyridin-3-yl)amino)propan-1-ol